C1=C(C=C(C(=C1F)C(F)(F)F)F)Br 3,5-difluoro-4-(trifluoromethyl)bromobenzene